C/C(/C(=O)O)=C\C=1SC(=CC1)C=1C=NC(=C(C1)C(F)(F)F)C#N (E)-2-methyl-3-(5-(5-trifluoromethyl-6-cyanopyridin-3-yl)thiophen-2-yl)acrylic acid